F[C@@H]1C[C@@]2(CCCN2C1)COC1=NC(=C2N(C=NC2=N1)C1CC(C1)OC)O 2-{[(2R,7aS)-2-fluorotetrahydro-1H-pyrrolizin-7a(5H)-yl]methoxy}-7-(3-methoxycyclobutyl)-7H-purin-6-ol